FC(C=1C=C(C=C(C1)F)CC1=CC(=NC=C1)N1N=NC2=C1CCCC2N)F 1-(4-{[3-(difluoromethyl)-5-fluorophenyl]methyl}pyridin-2-yl)-4,5,6,7-tetrahydro-1H-benzotriazol-4-amine